C1(=CC=CC=C1)C=CC(=O)C1=C(C(=O)O)C=CC=C1 2-(3-Phenylprop-2-enoyl)benzoic Acid